C(CC)C(COC([C@@H](NP(=O)(OC1=CC=CC=C1)OC1=C(C(=C(C(=C1F)F)F)F)F)C)=O)CCC ((Perfluorophenoxy)(phenoxy)phosphoryl)-L-alanine 2-propylpentyl ester